dicyclohexyl(2,4,6-triisopropylbiphenyl-2-yl)phosphine C1(CCCCC1)P(C1(C(=C(C=C(C1)C(C)C)C(C)C)C1=CC=CC=C1)C(C)C)C1CCCCC1